C1(=C(C=CC=C1)P(C1=C(C=CC=C1)C)C1=C(C=CC=C1)C)C tris-(2-tolyl)phosphine